FC=1C=C(C=CC1)C1=NN(C2=CC(=CC=C12)C(=O)N1CCC(CC1)C1=NC2=C(N1CC1CC(C1)O)C=CC=C2)C (3-(3-fluorophenyl)-1-methyl-1H-indazol-6-yl)(4-(1-(((1s,3s)-3-hydroxycyclobutyl)methyl)-1H-benzo[d]imidazol-2-yl)piperidin-1-yl)methanone